2-isocyanato-3-nitro-6-(thiophen-2-yl)pyridine N(=C=O)C1=NC(=CC=C1[N+](=O)[O-])C=1SC=CC1